Methyl 4-[3-[2,6-dichloro-4-[(2S)-2-methylpiperazin-1-yl]benzoyl]-2,4-dihydro-1,3-benzoxazin-8-yl]-5-fluoro-2-(3-oxa-8-azabicyclo[3.2.1]octan-8-yl)benzoate 2,2,2-trifluoroacetate FC(C(=O)O)(F)F.ClC1=C(C(=O)N2COC3=C(C2)C=CC=C3C3=CC(=C(C(=O)OC)C=C3F)N3C2COCC3CC2)C(=CC(=C1)N1[C@H](CNCC1)C)Cl